CC1=NN(C(=C1)C)C=1C=C(C=CC1)[C@H](CC(=O)OC)CN1CC2(CCCN2CC2=NC=3NCCCC3C=C2)CC1 methyl (3S)-3-(3-(3,5-dimethyl-1H-pyrazol-1-yl)phenyl)-4-(1-((5,6,7,8-tetrahydro-1,8-naphthyridin-2-yl)methyl)-1,7-diazaspiro[4.4]nonan-7-yl)butanoate